CC1=C(C=CC=C1)S(=O)(=O)N (2-methylphenyl)sulfonamide